C[C@@H]1C(=O)C[C@@H]2[C@]13CC(C[C@H]3C=C2C(=O)[O-])(C)C The molecule is a 5-oxo monocarboxylic acid anion that is the conjugate base of 1-deoxy-11-oxopentalenic acid, obtained by deprotonation of the carboxy group; major species at pH 7.3. It is a conjugate base of a 1-deoxy-11-oxopentalenic acid.